ClC=1C=C(C=CC1)[C@H](CO)N1C(C=C(C=C1)C=1C=C2C(=NNC2=CC1)C1=CC(=NC=C1)C)=O (R)-1-(1-(3-chlorophenyl)-2-hydroxyethyl)-4-(3-(2-methylpyridin-4-yl)-1H-indazol-5-yl)pyridin-2(1H)-one